3-(6-(tert-butylsulfonyl)-7-methoxyimidazo[1,2-a]pyridin-3-yl)-5-(methylsulfonyl)benzoic acid C(C)(C)(C)S(=O)(=O)C=1C(=CC=2N(C1)C(=CN2)C=2C=C(C(=O)O)C=C(C2)S(=O)(=O)C)OC